(S)-(6-(pyridin-2-yl)pyrazolo[1,5-a]pyridin-3-yl)(4-(4-(trifluoromethyl)pyrazolo[1,5-a]pyridin-2-yl)-6,7-dihydro-1H-imidazo[4,5-c]pyridin-5(4H)-yl)methanone N1=C(C=CC=C1)C=1C=CC=2N(C1)N=CC2C(=O)N2[C@@H](C1=C(CC2)NC=N1)C1=NN2C(C(=CC=C2)C(F)(F)F)=C1